O=C1NC(CCC1N1C(C2=CC=C(C=C2C1=O)OCCN1CCC(CC1)OC1CN(C1)C1=NC=C(C=C1C(F)(F)F)C=1C=CC=2C3=C(N(C2C1)C)C=CN=C3)=O)=O 2-(2,6-dioxopiperidin-3-yl)-5-(2-(4-((1-(5-(5-methyl-5H-pyrido[4,3-b]indol-7-yl)-3-(trifluoromethyl)pyridin-2-yl)azetidin-3-yl)oxy)piperidin-1-yl)ethoxy)isoindoline-1,3-dione